tert-butyl {3-[(tert-butyldimethylsilyl)oxy]-1-oxo-1-{2-[4-(trifluoromethoxy)benzoyl]hydrazinyl}propan-2-yl}carbamate [Si](C)(C)(C(C)(C)C)OCC(C(NNC(C1=CC=C(C=C1)OC(F)(F)F)=O)=O)NC(OC(C)(C)C)=O